1-(3-((6-bromo-5-chloro-7-fluoro-2,1-benzothiazol-3-yl)amino)-1-azetidinyl)-2-propen-1-one BrC1=C(C=2C(=C(SN2)NC2CN(C2)C(C=C)=O)C=C1Cl)F